N1(CCOCC1)C=1OC2=CC=C(C=C2C(C1)=O)C1=CC=CC=C1 2-Morpholin-4-yl-6-phenyl-chromen-4-one